BrC=1C=C(C(=NC1)N)OC(C)(C)C1=C(C=CC(=C1)F)CC1=NN(C=C1CC=1C=NN(C1)CC1CC1)CC 5-bromo-3-((2-(2-((4-((1-(Cyclopropylmethyl)-1H-pyrazol-4-yl)methyl)-1-ethyl-1H-pyrazol-3-yl)methyl)-5-fluorophenyl)propan-2-yl)oxy)pyridin-2-amine